tert-butyl 6-((4-((5-fluoro-4-(3-(2-oxopyridin-1(2H)-yl)phenyl)pyrimidin-2-yl)amino)piperidine-1-carbonyl)oxy)-2-azaspiro[3.3]heptane-2-carboxylate FC=1C(=NC(=NC1)NC1CCN(CC1)C(=O)OC1CC2(CN(C2)C(=O)OC(C)(C)C)C1)C1=CC(=CC=C1)N1C(C=CC=C1)=O